4-(1-(Difluoromethyl)-3-(5-fluoropyridin-2-yl)-1H-pyrazol-4-yl)-1H-pyrazolo[3,4-b]pyridine FC(N1N=C(C(=C1)C1=C2C(=NC=C1)NN=C2)C2=NC=C(C=C2)F)F